C(C)(=O)NC=1SC2=C(N1)C=CC(=C2)C=2C=C(C(=NC2)OC)N2OCC[C@H]2C2=CC=CC=C2 (S)-N-(5-(2-acetamidobenzo[d]thiazol-6-yl)-2-methoxypyridin-3-yl)-3-phenylisoxazolidine